CO[Si](C1=CC(=CC=C1)[Si](OC)(OC)OC)(OC)OC 1,3-bis(trimethoxysilyl)benzene